Cl.ClC1=NC=CC=C1OCC1CNCCC1 2-chloro-3-(piperidin-3-ylmethoxy)pyridine hydrochloride